FC=1C=C(C=CC1F)NC1CCC2=CC(=CC=C12)NC(C=C)=O N-(1-((3,4-difluorophenyl)amino)-2,3-dihydro-1H-inden-5-yl)acrylamide